7-((1r,5s,6s)-3-azabicyclo[3.1.0]hexane-6-ylethynyl)-N-(5-chloro-2-fluorophenyl)-6-nitroquinazolin-4-amine [C@@H]12CNC[C@H]2C1C#CC1=C(C=C2C(=NC=NC2=C1)NC1=C(C=CC(=C1)Cl)F)[N+](=O)[O-]